BrC=1C(=NC=C(C1)Cl)OCC(F)(F)F 3-bromo-5-chloro-2-(2,2,2-trifluoroethoxy)pyridine